FC=1C=2N(C=C(C1)C1=CNC=3N=C(N=CC31)NCC3(CCCCC3)F)C=C(N2)C 5-(8-fluoro-2-methylimidazo[1,2-a]pyridin-6-yl)-N-((1-fluorocyclohexyl)methyl)-7H-pyrrolo[2,3-d]pyrimidin-2-amine